NC1C(NC(CC1)=O)=O 3-amino-piperidine-2,6-dione